CCCCCCCCCCCCCCCCCCCC(=O)OC[C@H](COP(=O)(O)OC[C@@H](C(=O)O)N)OC(=O)CCCCCCCCC/C=C\C/C=C\CCCCC 1-eicosanoyl-2-(11Z,14Z-eicosadienoyl)-glycero-3-phosphoserine